FC(C(=O)OCC)(\C=C\C1=CC(=CC=C1)F)F ethyl (E)-2,2-difluoro-4-(3-fluorophenyl)but-3-enoate